C(=O)(C=C)C=C acryl-Ethylene